2-({4-[2-(4-chloro-2-fluorophenyl)-2-methyl-1,3-benzodioxol-4-yl]piperidin-1-yl}methyl)-1-[2-(dimethylamino)-2-oxoethyl]-1H-benzimidazole-6-carboxylic acid ClC1=CC(=C(C=C1)C1(OC2=C(O1)C=CC=C2C2CCN(CC2)CC2=NC1=C(N2CC(=O)N(C)C)C=C(C=C1)C(=O)O)C)F